4-methyl-butanone CCCC(C)=O